ClC1=C(C(=NC(=N1)CC1(CC1)CN1CCOCC1)N1CC2CCC(C1)N2C(=O)OCCCC)C(=O)OCC butyl 3-(6-chloro-5-(ethoxycarbonyl)-2-((1-(morpholinomethyl)cyclopropyl)methyl)pyrimidin-4-yl)-3,8-diazabicyclo[3.2.1]octane-8-carboxylate